3-[4-(Pyrimidin-2-ylamino)-butyl]-cyclobutanecarboxylic acid methyl ester COC(=O)C1CC(C1)CCCCNC1=NC=CC=N1